1-((2-(trimethylsilyl)ethoxy)methyl)-1H-indazole C[Si](CCOCN1N=CC2=CC=CC=C12)(C)C